N-(5-(4-((2S,5R)-2,5-dimethyl-4-((E)-4-oxopent-2-enoyl)piperazin-1-yl)quinazolin-6-yl)-2-methoxypyridin-3-yl)-2,6-difluorobenzenesulfonamide C[C@@H]1N(C[C@H](N(C1)C(\C=C\C(C)=O)=O)C)C1=NC=NC2=CC=C(C=C12)C=1C=C(C(=NC1)OC)NS(=O)(=O)C1=C(C=CC=C1F)F